tert-butyl (S)-2-((tert-butoxycarbonyl)amino)-3-(4-(5-oxo-4,5-dihydro-1,2,4-oxadiazol-3-yl)phenyl)propanoate C(C)(C)(C)OC(=O)N[C@H](C(=O)OC(C)(C)C)CC1=CC=C(C=C1)C1=NOC(N1)=O